7-((4,4-bis(((Z)-oct-5-en-1-yl)oxy)butanoyl)oxy)-4-(((3-(diethylamino)propoxy)carbonyl)oxy)heptyl (9Z,12Z)-octadeca-9,12-dienoate C(CCCCCCC\C=C/C\C=C/CCCCC)(=O)OCCCC(CCCOC(CCC(OCCCC\C=C/CC)OCCCC\C=C/CC)=O)OC(=O)OCCCN(CC)CC